(3S,4S)-4-[4-[3-Chloro-4-[(1S)-2,2,2-trifluoro-1-(5-fluoro-2-pyridyl)ethoxy]pyrazolo[1,5-a]pyridin-6-yl]-5-methyl-triazol-1-yl]-3-hydroxy-piperidine-1-carbonitrile ClC=1C=NN2C1C(=CC(=C2)C=2N=NN(C2C)[C@@H]2[C@H](CN(CC2)C#N)O)O[C@H](C(F)(F)F)C2=NC=C(C=C2)F